4-(aminomethyl)-6-(1-methyl-5-(pyridin-2-ylethynyl)-1H-pyrazol-4-yl)phthalazin-1(2H)-one NCC1=NNC(C2=CC=C(C=C12)C=1C=NN(C1C#CC1=NC=CC=C1)C)=O